tert-Butyl 5-(3-(4-chlorophenyl)propanamido)-4-methyl-3-(pyridin-4-yl)-1H-pyrazole-1-carboxylate ClC1=CC=C(C=C1)CCC(=O)NC1=C(C(=NN1C(=O)OC(C)(C)C)C1=CC=NC=C1)C